1,2-dihydroxy-3-dimethylaminopropane OCC(CN(C)C)O